FC=1C=C(C(=O)NCCCCCCC(=O)NO)C=CC1NC(=N)NC1=CC(=C(C=C1)OC(F)(F)F)F 3-fluoro-4-(3-(3-fluoro-4-(trifluoromethoxy)phenyl)guanidino)-N-(7-(hydroxyamino)-7-oxoheptyl)benzamide